ClC1=CC=C(C=C1)CCC1=NN(C=N1)CC(O)C(C)(C)C (2-(4-chlorophenyl)ethyl)-α-(1,1-dimethylethyl)-1H-1,2,4-triazole-1-ethanol